4-chloro-6-((3,3-dimethylcyclobutyl)methoxy)-3-fluoro-2-(4-iodo-1-methyl-1H-pyrazol-5-yl)benzonitrile ClC1=C(C(=C(C#N)C(=C1)OCC1CC(C1)(C)C)C1=C(C=NN1C)I)F